8-((6-chloropyridin-3-yl)methyl)-3-(p-tolyl)pyrido[2,3-d]pyrimidine-2,4(3H,8H)-dione ClC1=CC=C(C=N1)CN1C=CC=C2C1=NC(N(C2=O)C2=CC=C(C=C2)C)=O